4-((tert-butoxycarbonyl)amino)-2'-fluoro-5'-hydroxy-3'-(trifluoromethyl)-[1,1'-biphenyl]-3-carboxylic acid C(C)(C)(C)OC(=O)NC1=C(C=C(C=C1)C1=C(C(=CC(=C1)O)C(F)(F)F)F)C(=O)O